(R)-tert-Butyl (1-cyanoethyl)carbamate C(#N)[C@@H](C)NC(OC(C)(C)C)=O